CC1=CC=C(C(=O)OC(C)C)C=C1 isopropyl p-methylbenzoate